6-bromo-N-[1-(2-methoxyethyl)piperidin-4-yl]pyridine-2-carboxamide BrC1=CC=CC(=N1)C(=O)NC1CCN(CC1)CCOC